4-amino-N-(5-((S)-1-aminoethyl)pyridin-3-yl)-1-(4-((S)-1-methoxyethyl)-2,6-dimethylphenyl)-6-oxo-1,6-dihydropyrimidine-5-carboxamide NC=1N=CN(C(C1C(=O)NC=1C=NC=C(C1)[C@H](C)N)=O)C1=C(C=C(C=C1C)[C@H](C)OC)C